4-isocyanobenzoic acid [N+](#[C-])C1=CC=C(C(=O)O)C=C1